C(C)(C)C1=C(NC2=CC=C(C=C12)C1CN(C1)CC(=O)N(C)C)C=1C=C(C=2N(C1)N=CN2)OC 2-(3-(3-Isopropyl-2-(8-methoxy-[1,2,4]triazolo[1,5-a]pyridin-6-yl)-1H-indol-5-yl)azetidin-1-yl)-N,N-dimethylacetamid